diphenyl-(trimethylsiloxy)phosphine C1(=CC=CC=C1)P(O[Si](C)(C)C)C1=CC=CC=C1